ClC=1C(NN=CC1N1CC=2N(CC1)C(=CN2)C(=C)C2=C(C=CC(=C2)F)Cl)=O 4-chloro-5-(3-(1-(2-chloro-5-fluorophenyl)vinyl)-5,6-dihydroimidazo[1,2-a]pyrazin-7(8H)-yl)pyridazin-3(2H)-one